ClC=1C=CC2=C(C(CC3(O2)CN(C3)C(NCC=3C=C2C=C(NC2=CC3)C)=S)=O)C1 6'-Chloro-N-[(2-methyl-1H-indol-5-yl)methyl]-4'-oxo-3',4'-dihydrospiro[azetidine-3,2'-[1]benzopyran]-1-thiocarboxamide